C(C)OC(=O)C1=NC=CC=C1 pyridinecarboxylic acid ethyl ester